CN(CCC(=O)CCN(C)C)C 2-(dimethylamino)ethyl ketone